(3-bromo-5-chloro-4-hydroxyphenyl)(spiro[cyclopropane-1,2'-pyrido[4,3-b][1,4]oxazin]-4'(3'H)-yl)methanone BrC=1C=C(C=C(C1O)Cl)C(=O)N1C2=C(OC3(C1)CC3)C=CN=C2